O[C@H]1C[C@H](C1)C(=O)OC methyl cis-3-hydroxycyclobutylcarboxylate